(E)-N'-(1-(pyridin-4-yl)ethylidene)azetidine-1-carbothiohydrazide N1=CC=C(C=C1)\C(\C)=N\NC(=S)N1CCC1